OC1=CC=C(C=C1)C(C)C1=CC=C(C=C1)O 1,1-di-(4-hydroxyphenyl)ethane